O=C1N(CC2=C(C=CC=C12)NC1=NC(=NC=C1)NC1=CC(=CC=C1)N1CCN(CC1)C1=NC=CC=C1)C1C(NC(CC1)=O)=O 3-(1-oxo-4-((2-((3-(4-(pyridin-2-yl)piperazin-1-yl)phenyl)amino)pyrimidin-4-yl)amino)isoindolin-2-yl)piperidine-2,6-dione